ClC1=NC(=CC(=N1)N[C@@H]1[C@H](C2CCC1CC2)C(=O)O)N2CCN(CC2)C2=CC=CC=C2 (2S,3S)-3-((2-chloro-6-(4-phenylpiperazin-1-yl)pyrimidin-4-yl)amino)bicyclo[2.2.2]octane-2-carboxylic acid